2-[4-[[[6-(7,8-dimethyl-[1,2,4]triazolo[4,3-b]pyridazin-6-yl)-7,8-dihydro-5H-1,6-naphthyridin-3-yl]amino]methyl]phenyl]propan-2-ol CC1=C(C=2N(N=C1N1CC=3C=C(C=NC3CC1)NCC1=CC=C(C=C1)C(C)(C)O)C=NN2)C